NC1=C(SC2=NC(=C(C=C21)F)C)C(=O)NC2CC=1C(=CC(=NC1CC2)N2CC1(CCOC1)C(C2)N)F 3-amino-N-(2-{9-amino-2-oxa-7-azaspiro[4.4]nonan-7-yl}-4-fluoro-5,6,7,8-tetrahydroquinolin-6-yl)-5-fluoro-6-methylthieno[2,3-b]pyridine-2-carboxamide